N,N-didecyl-8-((8-(hexadecylamino)-8-oxooctyl)(methyl)amino)octanamide C(CCCCCCCCC)N(C(CCCCCCCN(C)CCCCCCCC(=O)NCCCCCCCCCCCCCCCC)=O)CCCCCCCCCC